N,N-dimethyl-5-(4,4,5,5-tetramethyl-1,3,2-dioxaborolan-2-yl)pyridin-2-amine CN(C1=NC=C(C=C1)B1OC(C(O1)(C)C)(C)C)C